N-(4-(2-amino-3-(3-methyl-3-(piperazin-1-yl)but-1-ynyl)pyridin-4-yloxy)-3-fluorophenyl)-3-(4-fluorophenyl)-2,4-dioxo-1,2,3,4-tetrahydropyrimidine-5-carboxamide NC1=NC=CC(=C1C#CC(C)(N1CCNCC1)C)OC1=C(C=C(C=C1)NC(=O)C=1C(N(C(NC1)=O)C1=CC=C(C=C1)F)=O)F